BrC1=CC(=C(C=C1C)C1=CC=C(C=C1)OC)[N+](=O)[O-] 4-bromo-4'-methoxy-5-methyl-2-nitro-1,1'-biphenyl